C(=O)C1CCN(CC1)C=1N=CC(=NC1)C(=O)N 5-(4-formylpiperidin-1-yl)pyrazine-2-carboxamide